R-(+)-1-phenyl-1-propanol CC[C@H](C1=CC=CC=C1)O